Dioctyltin glycolate C(CO)(=O)[O-].C(CCCCCCC)[Sn+2]CCCCCCCC.C(CO)(=O)[O-]